1-[3-(3-morpholinonyl)-2-hydroxypropyl]-2-methyl-5-nitroimidazole N1(C(COCC1)=O)CC(CN1C(=NC=C1[N+](=O)[O-])C)O